ClC1=C(C=C(C=C1)NC(C1=C(C=CC=C1)OC[C@H]1OCCC1)=O)C(F)(F)F (S)-N-(4-chloro-3-(trifluoromethyl)phenyl)-2-((tetrahydrofuran-2-yl)methoxy)benzamide